5-(azetidin-3-ylamino)-N-methylpicolinamide bis(2,2,2-trifluoroacetate) FC(C(=O)O)(F)F.FC(C(=O)O)(F)F.N1CC(C1)NC=1C=CC(=NC1)C(=O)NC